5-cyclopropyl-3-oxo-4-propyl-2H-1,4-benzoxazine C1(CC1)C1=CC=CC2=C1N(C(CO2)=O)CCC